O=S1(C[C@@H](CC1)[C@H](C=1C=C(C=CC1)N1C(C2=CC(=CC(=C2C1)C(F)(F)F)CNC1(CCC1)C)=O)C1=NN=CN1C)=O 2-(3-((R)-((S)-1,1-dioxidotetrahydrothiophen-3-yl)(4-methyl-4H-1,2,4-triazol-3-yl)methyl)phenyl)-6-(((1-methylcyclobutyl)amino)methyl)-4-(trifluoromethyl)isoindolin-1-one